FC(C1=CC=C2OC=3C=C(C=CC3NC2=C1)CNC(=O)C12CCN(CC1)CC2)(F)F N-((8-(trifluoromethyl)-10H-phenoxazin-3-yl)methyl)quinuclidine-4-carboxamide